2,5-dimethyl-2-indanemethanol CC1(CC2=CC=C(C=C2C1)C)CO